C(C)(=O)C=1C=C(NC1)C(=O)NCC1=CC=C(C=C1)C(F)(F)F 4-acetyl-N-(4-trifluoromethylbenzyl)-1H-pyrrole-2-carboxamide